methyl (s)-(-)-2-chloropropionate C[C@@H](C(=O)OC)Cl